NC(CC(CC(=O)OC)(C)C)=O methyl 5-amino-3,3-dimethyl-5-oxopentanoate